C(C)OC(C#CC=1C=C2C(N(C(C2=CC1)=O)C1C(NC(CC1)=O)=O)=O)OCC 5-(3,3-diethoxyprop-1-yn-1-yl)-2-(2,6-dioxopiperidin-3-yl)isoindole-1,3-dione